6-isopropyl-4-((R)-3-methylmorpholino)-2-(1H-pyrazol-3-yl)-7,8-dihydro-6H-pyrazolo[4,5,1-ij][1,7]naphthyridin-6-ol C(C)(C)C1(CCN2C3=C(N=C(C=C13)N1[C@@H](COCC1)C)C(=N2)C2=NNC=C2)O